ClC1=CC(=C(COC2=CC=CC(=N2)C2CCC(CC2)N(C2=NC3=C(N2C)C=C(C=C3OC)C(=O)O)C)C=C1)F 2-(((1r,4r)-4-(6-((4-Chloro-2-fluorobenzyl)oxy)pyridin-2-yl)cyclohexyl)(methyl)amino)-4-methoxy-1-methyl-1H-benzo[d]imidazole-6-carboxylic acid